4,4'-di-methyl-2,2'-bipyridine CC1=CC(=NC=C1)C1=NC=CC(=C1)C